(R)-2,5,7,8-tetramethyl-2-(9,9,9-trifluorononyl)chroman-6-ol C[C@@]1(OC2=C(C(=C(C(=C2CC1)C)O)C)C)CCCCCCCCC(F)(F)F